2-chloro-6-((1-(thiazol-2-yl)piperidin-4-yl)amino)pyrimidine-4-carboxylic acid methyl ester COC(=O)C1=NC(=NC(=C1)NC1CCN(CC1)C=1SC=CN1)Cl